C(C)OC(CCCN1N=C(C=C1C(=O)OCC)C(=O)OCC)=O diethyl 1-(4-ethoxy-4-oxo-butyl)pyrazole-3,5-dicarboxylate